IC=1C=CC=C(C=O)C1 5-iodo-benzaldehyde